4-(2-hydroxyethoxy)Phenyl-(2-hydroxy-2-propyl)ketone OCCOC1=CC=C(C=C1)CC(C)(O)C(=O)C(C)(CC1=CC=C(C=C1)OCCO)O